(R)-1-(5-(5-(1-(3,5-dichloropyridin-4-yl)ethoxy)-1H-indazol-3-yl)pyridin-2-yl)azetidine-3-carbonitrile ClC=1C=NC=C(C1[C@@H](C)OC=1C=C2C(=NNC2=CC1)C=1C=CC(=NC1)N1CC(C1)C#N)Cl